4-((E)-4-(6-methylpyridin-3-yl)but-3-enamido)benzoic acid CC1=CC=C(C=N1)/C=C/CC(=O)NC1=CC=C(C(=O)O)C=C1